6-bromo-2-((2-(trimethylsilyl)ethoxy)methyl)pyridazin-3(2H)-one BrC=1C=CC(N(N1)COCC[Si](C)(C)C)=O